OC1=CC=C(C=C1)NC1=NNC(=C1)C1=CC(=C(C=C1)O)C 4-(3-((4-hydroxyphenyl)amino)-1H-pyrazol-5-yl)-2-methylphenol